(2s)-1-benzyl-2-isobutyl-1,4-diazepan-6-ol C(C1=CC=CC=C1)N1[C@H](CNCC(C1)O)CC(C)C